methyl 5-bromo-2-(1-ethoxy vinyl)benzoate BrC=1C=CC(=C(C(=O)OC)C1)C(=C)OCC